tert-butyl 4-[4-[[1-[(4-methoxyphenyl)methyl]-2-oxo-benzo[cd]indol-6-yl]methyl]pyrazol-1-yl]piperidine-1-carboxylate COC1=CC=C(C=C1)CN1C(C2=C3C(C(=CC=C13)CC=1C=NN(C1)C1CCN(CC1)C(=O)OC(C)(C)C)=CC=C2)=O